OCCN(C1=CC(=C(C=C1)C)C)CCO N,N-Bis(2-hydroxyethyl)-3,4-dimethylaniline